8-methoxy-6-(5-methylpyrimidin-2-yl)-N-[(1R)-1-[2-(trifluoromethyl)pyrimidin-5-yl]ethyl]quinazolin-4-amine COC=1C=C(C=C2C(=NC=NC12)N[C@H](C)C=1C=NC(=NC1)C(F)(F)F)C1=NC=C(C=N1)C